C1(=CC=CC=C1)C(=O)C1=NC=CC(=C1)C Phenyl-(4-methylpyridin-2-yl)methanone